C(C1=CC=CC=C1)OCCOCCOCCOC[C@H]1OC([C@H]2[C@@H]1OC(O2)(C)C)OC (3aR,6R,6aR)-6-[2-[2-(2-benzyloxyethoxy)-ethoxy]ethoxymethyl]-4-methoxy-2,2-dimethyl-3a,4,6,6a-tetrahydrofuro[3,4-d][1,3]dioxole